1-(4-(6-chloro-4-(difluoromethoxy)pyridin-3-yl)-1H-pyrazol-1-yl)-2-methylpropan-2-ol ClC1=CC(=C(C=N1)C=1C=NN(C1)CC(C)(O)C)OC(F)F